C(C)OC(=O)C1=C(N=CS1)N.FC1=CC=C(C=C1)S(=O)(=O)N1CCCC2=CC=C(C=C12)NS(=O)(=O)C1=CC=C(C=C1)C(F)(F)F N-(1-((4-fluorophenyl)sulfonyl)-1,2,3,4-tetrahydroquinolin-7-yl)-4-(trifluoromethyl)benzenesulfonamide ethyl-4-aminothiazole-5-carboxylate